BrC=1C=CC(=C2CC(N=CC12)C)F 8-Bromo-5-fluoro-3-methyl-3,4-dihydroisoquinoline